methyl 3,4-dimethoxy-α-(hydroxymethyl)phenylacetate COC=1C=C(C=CC1OC)C(C(=O)OC)CO